BrC1=NC(=CC(=C1)C#CC)Cl 2-bromo-6-chloro-4-(prop-1-yn-1-yl)pyridine